N[C@@H]1CN(CCC1)C=1C=CC(=NC1)C(=O)OC Methyl 5-[(3S)-3-aminopiperidin-1-yl]pyridine-2-carboxylate